2-(5-(4-propylphenyl)-1H-imidazol-2-yl)piperidin C(CC)C1=CC=C(C=C1)C1=CN=C(N1)C1NCCCC1